tert-butyl (2S,6R)-4-((R)-l-1-cyclopropyl-6-oxo-3-(pyridin-2-yl)-10-(trifluoromethyl)-3,4-dihydro-2H,6H-[1,4]thiazepino[2,3,4-ij]quinazolin-8-yl)-2,6-dimethylpiperazine-1-carboxylate C1(CC1)S1C[C@H](CN2C(N=C(C3=CC(=CC1=C23)C(F)(F)F)N2C[C@@H](N([C@@H](C2)C)C(=O)OC(C)(C)C)C)=O)C2=NC=CC=C2